NC1=C2C(=NC(=N1)OCC)NN=C2 2-((4-amino-1H-pyrazolo[3,4-d]pyrimidin-6-yl)oxy)ethane